O1N=CC2=C1C(=CC=C2)C2=CC=C(CN1C3=NC(=NC=C3N(C1=O)C)C1=C(C=CC=C1)C(C)C)C=C2 9-(4-(benzo[d]isoxazol-7-yl)benzyl)-2-(2-isopropylphenyl)-7-methyl-7,9-dihydro-8H-purin-8-one